(Z)-5-((1H-pyrrolo[2,3-c]pyridin-3-yl)methylene)-3-methyl-2-thioxooxazolidin-4-one N1C=C(C=2C1=CN=CC2)\C=C/2\C(N(C(O2)=S)C)=O